OC1=CC(CC(C1)C=1SC(=CC1)C1=CC=C(C=C1)OC(F)(F)F)=O 3-hydroxy-5-(5-(4-(trifluoromethoxy)phenyl)thiophen-2-yl)cyclohex-2-en-1-one